4-(((6S,9aS)-1-(benzylcarbamoyl)-4,7-dioxo-2-((1-phenyl-1H-1,2,3-triazol-4-yl)methyl)-8-(quinolin-5-ylmethyl)octahydro-1H-pyrazino[2,1-c][1,2,4]triazin-6-yl)methyl)phenyl dodecanoate C(CCCCCCCCCCC)(=O)OC1=CC=C(C=C1)C[C@H]1C(N(C[C@@H]2N(N(CC(N21)=O)CC=2N=NN(C2)C2=CC=CC=C2)C(NCC2=CC=CC=C2)=O)CC2=C1C=CC=NC1=CC=C2)=O